FC(C(C(CCO)(F)F)(F)F)(C(F)(F)F)F 2-(nonafluorobut-1-yl)ethan-1-ol